O(C1=CC=CC=C1)C1=CC=C(C=C1)C1=NN2C(NC3=C(CC2)C=C(C=C3)C3CCNCC3)=C1C(=O)N 2-(4-phenoxyphenyl)-7-(piperidin-4-yl)-9,10-dihydro-4H-benzo[d]pyrazolo[1,5-a][1,3]diazepine-3-carboxamide